The molecule is an alpha-D-glucuronosyl diglyceride in which the acyl groups at the 1- and 2-positions are stearoyl (octadecanoyl) and palmitoyl (hexadecanoyl) respectively. It has a role as an antigen. CCCCCCCCCCCCCCCCCC(=O)OC[C@H](CO[C@@H]1[C@@H]([C@H]([C@@H]([C@H](O1)C(=O)O)O)O)O)OC(=O)CCCCCCCCCCCCCCC